CC(CCCCCC[Mg]I)CCCCCCCCCCCCCCCC 7-methyltricosylmagnesium iodide